C(C)(C)(C)C=1C(=C(C=CC1)OOC(C)C)C(C)(C)C di-tert-butyl-isopropyl-peroxybenzene